FC=1C=C(C=C(C1)F)C(C)OC=1C=C2C(=NN(C2=CC1)C1OCCCC1)NC(=O)[O-] 5-(1-(3,5-difluorophenyl) ethoxy)-1-(tetrahydro-2H-pyran-2-yl)-1H-indazole-3-carbamate